(4-([(3-CHLOROPHENYL)SULFANYL]METHYL)PHENYL)BORANEDIOL ClC=1C=C(C=CC1)SCC1=CC=C(C=C1)B(O)O